1-Benzyl-N-((1-cyanopyrrolidin-3-yl)-methyl)-1H-indazol-3-carboxamid C(C1=CC=CC=C1)N1N=C(C2=CC=CC=C12)C(=O)NCC1CN(CC1)C#N